(2S,5R)-6-(benzyloxy)-7-oxo-1,6-diazabicyclo[3.2.1]octane-2-carbaldehyde C(C1=CC=CC=C1)ON1[C@@H]2CC[C@H](N(C1=O)C2)C=O